1-(8-fluoro-2,4-dimethyl-6-(4,4,5,5-tetramethyl-1,3,2-dioxaborolan-2-yl)quinolin-3-yl)ethan-1-ol FC=1C=C(C=C2C(=C(C(=NC12)C)C(C)O)C)B1OC(C(O1)(C)C)(C)C